butylsilanamine C(CCC)[SiH2]N